1-(5-(1-(2,6-difluorophenyl)azetidin-3-yl)-2,3-dihydro-1H-inden-1-yl)piperidine-4-carboxylic acid FC1=C(C(=CC=C1)F)N1CC(C1)C=1C=C2CCC(C2=CC1)N1CCC(CC1)C(=O)O